(2R,3R,4R)-2-(2,8-Di(hex-1-yn-1-yl)-6-((3-iodobenzyl)amino)-9H-purin-9-yl)tetrahydrofuran-3,4-diol C(#CCCCC)C1=NC(=C2N=C(N(C2=N1)[C@@H]1OC[C@H]([C@H]1O)O)C#CCCCC)NCC1=CC(=CC=C1)I